C(C)(C)(C)OC(=O)N1C(CC(CC1)C(F)(F)F)C1=NC=CC=C1C=O (3-formylpyridin-2-yl)-4-(trifluoromethyl)piperidine-1-carboxylic acid tert-butyl ester